C(C(C)C)C=1N=CC(=NC1)C(=O)N 5-isobutylpyrazine-2-carboxamide